N-[4-(4-methyl-6-propionylpyridin-3-yl)-[1,2,4]triazolo[4,3-a]1,6-naphthyridin-8-yl]cyclopropanecarboxamide CC1=C(C=NC(=C1)C(CC)=O)C=1C=2N(C3=CC(=NC=C3C1)NC(=O)C1CC1)C=NN2